BrC1=CC2=C(N=C(O2)COC)C=C1OC 6-bromo-5-methoxy-2-(methoxymethyl)benzoxazole